FC(OC1=CC=C(C=C1)C=1C(NC2=CC=C(C=C2C1)C1=CC=C(C=C1)C1CCN(CC1)C1COC1)=O)F 3-[4-(difluoromethoxy)phenyl]-6-{4-[1-(oxetan-3-yl)piperidin-4-yl]phenyl}-1,2-dihydroquinolin-2-one